(2S,4r)-4-hydroxy-1-[(2S)-2-[4-[(4-methoxy-1-piperidinyl)methyl]triazol-1-yl]-3,3-dimethyl-butyryl]-N-methyl-pyrrolidine-2-carboxamide O[C@@H]1C[C@H](N(C1)C([C@H](C(C)(C)C)N1N=NC(=C1)CN1CCC(CC1)OC)=O)C(=O)NC